N-beta-aminoethyl-gamma-aminopropyl-methyl-dimethyl-aminosilane NCCN([Si](C)(C)C)CCCN